FC1=C(C=CC=C1)C1=C(N(C(=C1)C)C)C(C(=O)Cl)=O 2-(3-(2-fluorophenyl)-1,5-dimethyl-1H-pyrrol-2-yl)-2-oxoacetyl chloride